C(C=C)(=O)OC1C(=O)OCC1 acryloyloxybutyrolactone